5,6-dichloro-9-(1H-pyrazol-4-yl)-2,3-dihydro-1H-pyrrolo[1,2-a]indol-2-amine ClC1=C(C=CC=2C(=C3N(C12)CC(C3)N)C=3C=NNC3)Cl